C1(CC1)C1=C(C(=NO1)C1=C(C=CC=C1Cl)Cl)CO[C@H]1[C@@H]2CN([C@H](C1)C2)C2=NN=C(S2)C(=O)O 5-((1s,4s,5r)-5-((5-cyclopropyl-3-(2,6-dichlorophenyl)isoxazol-4-yl)methoxy)-2-azabicyclo[2.2.1]Heptane-2-yl)-1,3,4-thiadiazole-2-carboxylic acid